CSC1=CC(=C(C=N1)C(CC(=O)OCC)=O)NC1=CC=CC=C1 ethyl 3-[6-(methylsulfanyl)-4-(phenylamino)pyridin-3-yl]-3-oxopropanoate